4-[(tert-butyldiphenylsilyl)oxy]-N-(2-fluoro-5-nitrophenyl)-N-methylbutanamide [Si](C1=CC=CC=C1)(C1=CC=CC=C1)(C(C)(C)C)OCCCC(=O)N(C)C1=C(C=CC(=C1)[N+](=O)[O-])F